[Ni].[Cu].[Co].[Fe].[Bi].[Mo] molybdenum bismuth iron cobalt copper nickel